4-([5-(3-chlorophenyl)-1,3-oxazol-2-yl]methylsulfanyl)-6-(4-methylpiperazin-1-yl)-1,3,5-triazin-2-amine ClC=1C=C(C=CC1)C1=CN=C(O1)CSC1=NC(=NC(=N1)N1CCN(CC1)C)N